allyl-3-methyl-1H-imidazol-3-ium C(C=C)N1C=[N+](C=C1)C